3,6-dimethoxy-[1,1'-biphenyl] COC=1C=C(C(=CC1)OC)C1=CC=CC=C1